CN1N=CC(=C1)C1=CC=C2C(=N1)C(=CS2)C2=CC(=NC=C2)O 4-(5-(1-methyl-1H-pyrazol-4-yl)thieno[3,2-b]-pyridin-3-yl)pyridin-2-ol